Fluorotoluol FC1=C(C=CC=C1)C